[3-(difluoromethyl)-1-(4-formylcyclohexyl)pyrazol-4-yl]-5-(2-oxa-6-azaspiro[3.3]heptan-6-yl)pyrazolo[1,5-a]pyrimidine-3-carboxamide FC(C1=NN(C=C1C1=NN2C(N=C(C=C2)N2CC3(COC3)C2)=C1C(=O)N)C1CCC(CC1)C=O)F